1,8-dimethyl-5-[[(1R)-1-[3-(1,1-difluoro-2-hydroxy-2-methyl-propyl)phenyl]ethyl]amino]spiro[pyrrolo[3,2-g]phthalazine-3,4'-tetrahydropyran]-2-one CN1C(C2(CCOCC2)C=2C=C3C(=NN=C(C3=CC21)C)N[C@H](C)C2=CC(=CC=C2)C(C(C)(C)O)(F)F)=O